P(OC1=C(C=C(C(=C1)C)SC1=C(C=C(C(=C1)C(C)(C)C)O)C)C(C)(C)C)(OC1=C(C=C(C(=C1)C)SC1=C(C=C(C(=C1)C(C)(C)C)O)C)C(C)(C)C)OC1=C(C=C(C(=C1)C)SC1=C(C=C(C(=C1)C(C)(C)C)O)C)C(C)(C)C tris[2-tert-butyl-4-(5-tert-butyl-4-hydroxy-2-methylphenyl)sulfanyl-5-methylphenyl] phosphite